C(C)(C)C1=C(C=CC=C1)C=1N=CC2=C(N1)C(=NN2C)CC2=CC=C(C=C2)C=2N(C=C(N2)C(F)(F)F)C (2-isopropylphenyl)-1-methyl-3-(4-(1-methyl-4-(trifluoromethyl)-1H-imidazol-2-yl)benzyl)-1H-pyrazolo[4,3-d]pyrimidine